FC1=CC=CC=2C3CC[C@@]4(C(C[C@H](C4C3CCC12)CCC(N1CCCC1)=O)=O)C (13S,15R)-4-fluoro-13-methyl-15-(3-oxo-3-(pyrrolidin-1-yl)propyl)-6,7,8,9,11,12,13,14,15,16-decahydro-17H-cyclopenta[a]phenanthren-17-one